OC1C23C(C[C@H]4[C@@H]5CC[C@H]([C@@H](C6CC(=C(C(O6)=O)CO)C)C)[C@]5(CC[C@@H]4[C@]2(C(C=C1)=O)C)C)O3 4,27-Dihydroxy-5,6:22,26-diepoxyergosta-2,24-diene-1,26-dione